BrC1=CC(=C(OC2CCN(CC2)C(=O)OC(C)(C)C)C=C1F)F tert-butyl 4-(4-bromo-2,5-difluorophenoxy)piperidine-1-carboxylate